FC1=C(C(=CC=C1)F)C1=CC(=C(N=N1)C(=O)OC)NCC1=C(C=C(C=C1)OC)OC Methyl 6-(2,6-difluorophenyl)-4-((2,4-dimethoxybenzyl)amino)pyridazine-3-carboxylate